C(=O)O.CN(C1CNC1)C N,N-dimethylazetidin-3-amine formate